2-(trans-4-((3-(2-Cyclopropyloxazol-4-yl)phenyl)((cis-4-(5-methoxy-6-methylpyridin-2-yl)cyclohexyl)methyl)-carbamoyl)cyclohexyl)acetic acid C1(CC1)C=1OC=C(N1)C=1C=C(C=CC1)N(C(=O)[C@@H]1CC[C@H](CC1)CC(=O)O)C[C@@H]1CC[C@@H](CC1)C1=NC(=C(C=C1)OC)C